ClC1=NC(=CC(=C1)C=1C(=NN2C1N=C(C=C2)OC2CCNCC2)C=2C=C(C#N)C=CC2)C 3-[3-(2-chloro-6-methyl-4-pyridinyl)-5-(4-piperidinyloxy)pyrazolo[1,5-a]Pyrimidin-2-yl]Benzonitrile